C1(CCCCCCCCCCCO1)=O DODECANLACTONE